tert-butyl (R)-(5-((3-chloro-2-(dimethylcarbamoyl)-6-nitrophenyl)amino)hexyl)carbamate ClC=1C(=C(C(=CC1)[N+](=O)[O-])N[C@@H](CCCCNC(OC(C)(C)C)=O)C)C(N(C)C)=O